N-(3-((S)-3-(dimethyl-amino)pyrrolidin-1-yl)phenyl)-4-(5-phenyl-4,5-dihydro-1H-pyrazol-1-yl)-7H-pyrrolo[2,3-d]pyrimidin-2-amine CN([C@@H]1CN(CC1)C=1C=C(C=CC1)NC=1N=C(C2=C(N1)NC=C2)N2N=CCC2C2=CC=CC=C2)C